DL-α-methylbutyric acid CC(C(=O)O)CC